C[C@@H]1N(CC1)C=1N=C(C2=C(N1)CCC2)C2=CC=C(C1=CC=CC=C21)C(=O)N (S)-4-(2-(2-methylazetidin-1-yl)-6,7-dihydro-5H-cyclopenta[d]pyrimidin-4-yl)-1-naphthamide